tert-Butyl 6-[2-methoxy-4-(trifluoromethoxy)phenoxy]-3-(trifluoromethyl)-2-vinyl-benzoate COC1=C(OC2=CC=C(C(=C2C(=O)OC(C)(C)C)C=C)C(F)(F)F)C=CC(=C1)OC(F)(F)F